C(C1=CC=CC=C1)SC1=CSC=2C1=NC(=CC2Cl)SC 3-(benzylthio)-7-chloro-5-methylthiothieno[3,2-b]pyridine